CN(C(=O)C=1N=C(SC1)C=1C=NN(C1)C1=CC=CC=C1)CC1OCCC1 N-methyl-N-[(oxacyclopent-2-yl)methyl]-2-(1-phenyl-1H-pyrazol-4-yl)-1,3-thiazole-4-carboxamide